(S)-3-(3-(4-hydroxy-1,5-dimethyl-2-oxo-1,2-dihydropyridin-3-yl)ureido)-3-(5-phenylfuran-2-yl)propionic acid OC1=C(C(N(C=C1C)C)=O)NC(N[C@@H](CC(=O)O)C=1OC(=CC1)C1=CC=CC=C1)=O